CN(C=1C=C(C=CC1)C=1C2=CC=CC=C2N=C2C=CC=CC12)C 9-(m-dimethylaminophenyl)acridine